CC12OC3=C(C(NC(N1C=1C=C(C(=O)NCCC4=CC=C(C=C4)C(F)(F)F)C=CC1)=O)C2)C=CC=C3 3-(2-methyl-4-oxo-5,6-dihydro-2H-2,6-methanobenzo[g][1,3,5]oxadiazocin-3(4H)-yl)-N-(4-(trifluoromethyl)phenethyl)benzamide